C(C)(C)[C@@H]1N(CCN(C1)C)CC1=CC(=C2CN(C(C2=C1)=O)C=1C=C(C=CC1)C1(CC(C1)C#N)C1=NN=CN1C)C(F)(F)F (1R,3s)-3-(3-(6-(((S)-2-isopropyl-4-methylpiperazin-1-yl)methyl)-1-oxo-4-(trifluoromethyl)isoindolin-2-yl)phenyl)-3-(4-methyl-4H-1,2,4-triazol-3-yl)cyclobutanecarbonitrile